CC=1C(=NN(C1)COCC[Si](C)(C)C)C=1C(=NC=CC1)COC1CCC(CC1)=O 4-((3-(4-methyl-1-((2-(trimethylsilyl)ethoxy)methyl)-1H-pyrazol-3-yl)pyridin-2-yl)methoxy)cyclohexan-1-one